neodymium (n-nonylphenyl) phosphonate P(OC1=C(C=CC=C1)CCCCCCCCC)([O-])=O.[Nd+3].C(CCCCCCCC)C1=C(C=CC=C1)OP([O-])=O.C(CCCCCCCC)C1=C(C=CC=C1)OP([O-])=O